FC1=CC=C(OC[C@@H]2N(C3CC([C@@H]2C)C3)C(=O)C=3N=C(SC3C3=CC=CC=C3)C)C=C1 (3R,4S)-3-(4-fluorophenoxymethyl)-4-methyl-2-(2-methyl-5-phenyl-1,3-thiazole-4-carbonyl)-2-azabicyclo[3.1.1]heptane